C1(C=CC(N1C1=CC=C(C=C1)CCCC(=O)ON1C(CCC1=O)=O)=O)=O succinimidyl 4-(p-maleimidophenyl)butyrate